1-((1H-Indol-6-yl)methyl)-N5-((1R,5S,6r)-3-oxabicyclo[3.1.0]hexan-6-yl)-N3-methyl-1H-pyrazole-3,5-dicarboxamide N1C=CC2=CC=C(C=C12)CN1N=C(C=C1C(=O)NC1[C@H]2COC[C@@H]12)C(=O)NC